5-[[4-[(3R,5R)-5-[(1,5-dimethyl-6-oxo-pyridazin-4-yl)amino]-1-methyl-3-piperidyl]phenyl]methoxy]-2-(2,6-dioxo-3-piperidyl)isoindoline-1,3-dione CN1N=CC(=C(C1=O)C)N[C@@H]1C[C@@H](CN(C1)C)C1=CC=C(C=C1)COC=1C=C2C(N(C(C2=CC1)=O)C1C(NC(CC1)=O)=O)=O